dimethyl 2,5-di-tert-butyl-4-hydroxybenzyl-phosphonate C(C)(C)(C)C1=C(CP(OC)(OC)=O)C=C(C(=C1)O)C(C)(C)C